2,5-dioxopyrrolidin-1-yl-4-((2,5-dioxo-2,5-dihydro-1H-pyrrol-1-yl)methyl)cyclohexane-1-carboxylate O=C1N(C(CC1)=O)C1(CCC(CC1)CN1C(C=CC1=O)=O)C(=O)[O-]